NC1=NC=CC2=CC(=CC=C12)CNC([C@H](C(C)OCC1=CC=CC=C1)NC(CN1[C@@H](CCC[C@@H]1C)C)=O)=O (2S)-N-[(1-aminoisoquinolin-6-yl)methyl]-3-(benzyloxy)-2-{2-[(2R,6S)-2,6-dimethylpiperidin-1-yl]Acetamido}butanamide